5-amino-1-(2-methoxyethyl)-3,3-dimethyl-indolin-2-one NC=1C=C2C(C(N(C2=CC1)CCOC)=O)(C)C